[Cl-].C(CCCCCCCCCCCCCC)[N+](CCC[Si](OC)(OC)OC)(C)C pentadecyldimethyl[3-(trimethoxysilyl)propyl]ammonium chloride